2-{(t-butoxycarbonyl)amino}-5-oxopentanoic acid C(C)(C)(C)OC(=O)NC(C(=O)O)CCC=O